3-(((7-formyl-6-methoxy-2,3-dihydro-1H-inden-4-yl)oxy)methyl)-[1,1'-biphenyl] C(=O)C=1C(=CC(=C2CCCC12)OCC=1C=C(C=CC1)C1=CC=CC=C1)OC